tert-butyl 4-(2-tert-butoxy-2-oxo-ethyl)piperidine-1-carboxylate C(C)(C)(C)OC(CC1CCN(CC1)C(=O)OC(C)(C)C)=O